(rac)-4-(4-bromophenyloxy)azepane BrC1=CC=C(C=C1)O[C@H]1CCNCCC1 |r|